N,1-dibenzyl-7-isopentyloctahydro-6H-3,6-methanopyrrolo[3,2-c]pyridine-6-carboxamide C(C1=CC=CC=C1)NC(=O)C12C(C3C(CN1)C(CN3CC3=CC=CC=C3)C2)CCC(C)C